CC=1C=C(C=CC1C)N1C(C2(CC2)C(N1C1=CC(=C(C=C1)C)C)=O)=O 5,6-bis(3,4-dimethylphenyl)-5,6-diazaspiro[2.4]heptane-4,7-dione